FCCCN1C[C@H](CC1)OC1=CC=C(C=C1)C1=C(CSC2=CC(=CC=C12)O)C=1C=C2CC(N(C2=CC1)C(C)=O)(C)C [5-[4-[4-[(3S)-1-(3-fluoropropyl)pyrrolidin-3-yl]oxyphenyl]-7-hydroxy-2H-thiochromen-3-yl]-2,2-dimethyl-indolin-1-yl]ethanone